OC1(CCN2CCC(CC2C1)CC(=O)OC)C1=C(C=CC=C1)OC Methyl 2-(8-hydroxy-8-(2-methoxyphenyl)octahydro-1H-quinolizin-2-yl)acetate